4-(4-cyanophenoxy)benzoic acid C(#N)C1=CC=C(OC2=CC=C(C(=O)O)C=C2)C=C1